OC1(CC2C(CN(C2)CC(=O)C2=CC=C(C=C2)C2=CC=CC=C2)C1)CCC1=CC=CC=C1 2-[5-hydroxy-5-(2-phenylethyl)-octahydrocyclopenta[c]pyrrol-2-yl]-1-(4-phenylphenyl)ethan-1-one